(E)-N-((4-chloro-2,6-diisopropylphenyl)carbamoyl)-4-(hydroxyimino)-4,5,6,7-tetrahydrobenzofuran-2-sulfonamide ClC1=CC(=C(C(=C1)C(C)C)NC(=O)NS(=O)(=O)C=1OC2=C(C1)/C(/CCC2)=N/O)C(C)C